OC1=CC=C(C=C1)NC(CCCCCCCC(=O)NCCCCCNC(C1=CC=CC=C1)=O)=O N-(5-(N-(3-((4-hydroxyphenyl)amino)-3-oxopropyl)hexanoylamino)pentyl)-benzamide